N-methyl-pyridine dimethyl-phosphate COP(=O)(OC)O.CN1CC=CC=C1